3,5-difluoro-4-[[5-[3-(pentafluoro-lambda6-sulfanyl)phenyl]tetrazol-1-yl]methyl]benzenecarbohydroxamic acid FC=1C=C(C=C(C1CN1N=NN=C1C1=CC(=CC=C1)S(F)(F)(F)(F)F)F)C(=O)NO